3-(2-bromophenyl)dihydrofuran-2,5-dione BrC1=C(C=CC=C1)C1C(OC(C1)=O)=O